2-(3-methoxyphenoxy)-1-(4-methoxyphenyl)ethan-1-ol COC=1C=C(OCC(O)C2=CC=C(C=C2)OC)C=CC1